monocitrate disodium salt [Na+].[Na+].C(CC(O)(C(=O)O)CC(=O)[O-])(=O)[O-]